[(1S)-2-[(1S)-2-benzyloxy-1-methyl-2-oxo-ethoxy]-1-methyl-2-oxo-ethyl] (2S)-2-acetoxypropanoate C(C)(=O)O[C@H](C(=O)O[C@H](C(=O)O[C@H](C(=O)OCC1=CC=CC=C1)C)C)C